ClC=1C(=NC(=CC1)OC)C(=O)N1C2COCC1CN(C2)CC2=C(N=C1N2C=CC=C1)C1=NC=C(C=C1)Cl (3-Chloro-6-methoxypyridin-2-yl)(7-{[2-(5-chloropyridin-2-yl)imidazo[1,2-a]pyridin-3-yl]methyl}-3-oxa-7,9-diazabicyclo[3.3.1]non-9-yl)methanon